4-((S)-5-Methyl-3-((R)-1,1,1-trifluoro-2-hydroxypropan-2-yl)-5,6-dihydroimidazo[1,5-a]pyrazolo[5,1-c]pyrazin-9-yl)bicyclo[2.2.2]octane-1-carboxylic acid C[C@H]1CN2C(C=3N1C(=NC3)[C@@](C(F)(F)F)(C)O)=CC(=N2)C23CCC(CC2)(CC3)C(=O)O